FC=1C=C2C(=NC=NC2=CC1)N1CC=2C=C(C=NC2CC1)N1N=CC=C1 6-fluoro-4-(3-pyrazol-1-yl-7,8-dihydro-5H-1,6-naphthyridin-6-yl)quinazoline